1-{2-[4-(diethylamino)-2H-1,2,3-triazol-2-yl]acetyl}-4-fluoro-N-{[6-fluoro-5-(propan-2-yl)pyridin-2-yl](phenyl)methyl}pyrrolidine-2-carboxamide C(C)N(C1=NN(N=C1)CC(=O)N1C(CC(C1)F)C(=O)NC(C1=CC=CC=C1)C1=NC(=C(C=C1)C(C)C)F)CC